2-bromo-N-(4,4-difluorocyclohexyl)benzo[d]thiazole-6-sulfonamide BrC=1SC2=C(N1)C=CC(=C2)S(=O)(=O)NC2CCC(CC2)(F)F